BrC1=C([C@H]2[C@H](C[C@@H]1O2)O)C(=O)OC Methyl (1S,4S,6S)-3-bromo-6-hydroxy-7-oxabicyclo[2.2.1]hept-2-ene-2-carboxylate